C1(=CC=CC=C1)/N=N/C1=CC=C(N)C=C1 (E)-4-(phenyldiazenyl)aniline